2-methyl-6-N-morpholino-pyrido[4,3-d]Pyrimidin-7-one CC=1N=CC=2C(N1)=CC(N(C2)N2CCOCC2)=O